NCC(CN1CCCCC1)O 1-amino-3-(1-piperidinyl)-2-propanol